(R)-N-(7-(4-fluorobenzoyl)-8-methyl-3-(3-methyl-1,2,4-thiadiazol-5-yl)-5,6,7,8-tetrahydroimidazo[1,5-a]pyrazin-1-yl)picolinamide FC1=CC=C(C(=O)N2[C@@H](C=3N(CC2)C(=NC3NC(C3=NC=CC=C3)=O)C3=NC(=NS3)C)C)C=C1